FC(C(=O)O)(F)F.FC1=CC=2N(C=C1NC(=O)N1CCC=3C1=NC=CC3N3C[C@@H](NCC3)C(C)O)C=C(N2)C N-(7-fluoro-2-methylimidazo[1,2-a]pyridin-6-yl)-4-((3R)-3-(1-hydroxyethyl)piperazin-1-yl)-2,3-dihydro-1H-pyrrolo[2,3-b]pyridine-1-carboxamide 2,2,2-trifluoroacetate